5-methoxymethyl-5-{4-[4-(3,5,6-trimethylpyridin-2-yl)piperazine-1-carbonyl]phenyl}imidazolidine-2,4-dione COCC1(C(NC(N1)=O)=O)C1=CC=C(C=C1)C(=O)N1CCN(CC1)C1=NC(=C(C=C1C)C)C